O[C@H]1C=C(O[C@]1(C(F)(F)F)C)C(=O)OCC.C(C)O[Si](OCC)(OCC)CC[Si](O[Si](CC[Si](OCC)(OCC)OCC)(C)C)(C)C 1,3-bis(triethoxysilylethyl) tetramethyl disiloxane ethyl (4S,5R)-4-hydroxy-5-methyl-5-(trifluoromethyl)-4,5-dihydrofuran-2-carboxylate